5-((((4,5-dichloro-6-oxopyridazin-1(6H)-yl)methyl)thio)methyl)-N,N,2-trimethylbenzenesulfonamide ClC=1C=NN(C(C1Cl)=O)CSCC=1C=CC(=C(C1)S(=O)(=O)N(C)C)C